(3R)-3-(4-chlorophenyl)-2-[(5-chloropyridin-2-yl)methyl]-6-[2-hydroxy-1-(morpholin-4-yl)propan-2-yl]-3-methoxy-2,3-dihydro-1H-isoindol-1-one ClC1=CC=C(C=C1)[C@@]1(N(C(C2=CC(=CC=C12)C(CN1CCOCC1)(C)O)=O)CC1=NC=C(C=C1)Cl)OC